2-((2-(benzylamino)quinazolin-4-yl)amino)ethan-1-ol C(C1=CC=CC=C1)NC1=NC2=CC=CC=C2C(=N1)NCCO